3-(5-cyano-4-(3-methoxy-3-methylazetidin-1-yl)pyridin-2-yl)-1-(6-formyl-5-((4-methyl-2-oxopiperazin-1-yl)methyl)pyridin-2-yl)-1-methylurea C(#N)C=1C(=CC(=NC1)NC(N(C)C1=NC(=C(C=C1)CN1C(CN(CC1)C)=O)C=O)=O)N1CC(C1)(C)OC